F[C@@H]1C[C@@]2(CCCN2C1)COC1=NC2=C(C(=CC=C2C(=N1)N1[C@@H](COCC1)C)C1=CC(=CC2=CC=C(C(=C12)C#C)F)O)F 4-(2-{[(2R,7aS)-2-fluoro-hexahydro-1H-pyrrolizin-7a-yl]methoxy}-8-fluoro-4-[(3R)-3-methylmorpholin-4-yl]quinazolin-7-yl)-5-ethynyl-6-fluoronaphthalen-2-ol